CN(C1=CC=C(C=C1)C)C dimethyl-(p-methylaniline)